C[C@H](CCCC(C)(C)O)[C@H]1CC[C@@H]2[C@@]1([C@H](C[C@H]3[C@H]2[C@@H](C[C@@H]4[C@@]3(CC[C@H](C4)O)C)O)O)C The molecule is a 25-hydroxy steroid, a 12alpha-hydroxy steroid, a 3alpha-hydroxy steroid and a 7alpha-hydroxy steroid. It derives from a hydride of a 5alpha-cholane.